8-(4-(3-(2-((2-(2,6-dioxopiperidin-3-yl)-1,3-dioxoisoindolin-4-yl)amino)ethoxy)propanoyl)piperazin-1-yl)-9-ethyl-6,6-dimethyl-11-oxo-6,11-dihydro-5H-benzo[b]carbazole-3-carbonitrile O=C1NC(CCC1N1C(C2=CC=CC(=C2C1=O)NCCOCCC(=O)N1CCN(CC1)C=1C(=CC2=C(C(C=3NC4=CC(=CC=C4C3C2=O)C#N)(C)C)C1)CC)=O)=O